NC1=NC=CC=C1S(=O)(=O)NC(=O)C=1C(=NC(=CC1)N1N=C(C=C1)OC(C)C)N1C(C[C@@H](C1)C)(C)C N-[(2-Amino-3-pyridyl)sulfonyl]-6-(3-isopropoxypyrazol-1-yl)-2-[(4S)-2,2,4-trimethylpyrrolidin-1-yl]pyridin-3-carboxamid